4-(2,4-dichloro-5-methoxyanilino)-6-methoxy-7-[3-(4-methylpiperazine-1-yl)propoxy]quinoline-3-carbonitrile ClC1=C(NC2=C(C=NC3=CC(=C(C=C23)OC)OCCCN2CCN(CC2)C)C#N)C=C(C(=C1)Cl)OC